C(C1=CC=CC=C1)OC1=C(C=CC(=C1)F)[C@H](CNC(C)(C)C)O (R)-1-(2-(benzyloxy)-4-fluorophenyl)-2-(tert-butylamino)ethan-1-ol